3-methylene-1-((methyl-sulfonyl)methyl)cyclobutane-1-carbonitrile C=C1CC(C1)(C#N)CS(=O)(=O)C